CC1=CC=CC(=N1)C1=NC=CC(=N1)NC1=NC(=NC=C1)NC=1SC=C(N1)C(=O)OC[C@@H]1NCCCC1 [(2R)-2-piperidyl]methyl 2-[[4-[[2-(6-methyl-2-pyridyl)pyrimidin-4-yl]amino]pyrimidin-2-yl]amino]thiazole-4-carboxylate